tert-butyl (2S)-2-[[6-[(6-methoxy-2-methyl-3,4-dihydro-1H-isoquinolin-7-yl)amino]pyrazolo[3,4-d]pyrimidin-1-yl]methyl]pyrrolidine-1-carboxylate COC=1C=C2CCN(CC2=CC1NC1=NC=C2C(=N1)N(N=C2)C[C@H]2N(CCC2)C(=O)OC(C)(C)C)C